COC1=CC=C(C=C1)C(OCCN(CCOC(CCC(=O)O)=O)C1=CC(=C(C=C1)N=NC1=C(C=C(C(=C1)OC)N=NC1=CC=C(C=C1)[N+](=O)[O-])OC)OCCC)(C1=CC=CC=C1)C1=CC=C(C=C1)OC 4-(2-((2-(bis(4-methoxyphenyl)(phenyl)methoxy)ethyl)(4-((2,5-dimethoxy-4-((4-nitrophenyl)diazenyl)phenyl)diazenyl)-3-propoxyphenyl)amino)ethoxy)-4-oxobutanoic acid